ClC1=C2C(=NC=C1OC=1C=NN3C1C(=NC=C3)NC)N=C(N2C)NC=2C(N(C=C(C2)C(F)(F)F)C2CC2)=O ((7-chloro-1-methyl-6-((4-(methylamino)pyrazolo[1,5-a]pyrazin-3-yl)oxy)-1H-imidazo[4,5-b]pyridin-2-yl)amino)-1-cyclopropyl-5-(trifluoromethyl)pyridin-2(1H)-one